N1(CCNCCC1)C1C=2C(NCC1)=C(N(N2)C2=CC=C(C=C2)OC2=CC=CC=C2)C(=O)N 7-(1,4-diazepan-1-yl)-2-(4-phenoxyphenyl)-4,5,6,7-tetrahydro-2H-pyrazolo[4,3-b]pyridine-3-carboxamide